(2S,5R)-2-(N-((acetamidomethyl)sulfonyl)carbamimidoyl)-7-oxo-1,6-diazabicyclo[3.2.1]octan-6-yl hydrogen sulfate S(=O)(=O)(ON1[C@@H]2CC[C@H](N(C1=O)C2)C(NS(=O)(=O)CNC(C)=O)=N)O